C(C)(C)(C)NC(C(=O)C1=C(C(=C2CCCCN12)C(=O)NC1=CC(=C(C=C1)F)C)Cl)=O 3-(2-(tert-butylamino)-2-oxoacetyl)-2-chloro-N-(4-fluoro-3-methylphenyl)-5,6,7,8-tetrahydroindolizine-1-carboxamide